2-chloro-N-(2-chloroethyl)-N-methylethylamine hydrochloride Cl.ClCCN(C)CCCl